C(C)(=O)[O-].C(CC)[NH+]1C=C(C=C1)C 1-propyl-3-Methylpyrrolium acetate